1-(1,3-benzodioxol-5-yl)-N-prop-2-enylpropan-2-amine O1COC2=C1C=CC(=C2)CC(C)NCC=C